8-(2-hydroxybenzoyl)aminooctanoic acid OC1=C(C(=O)NCCCCCCCC(=O)O)C=CC=C1